O1C[C@H](CC1)O (3S)-oxacyclopentan-3-ol